COC(=O)C1=C(N(C(C=C1)=O)C)NC1=C(C=C(C=C1)I)F 2-(2-fluoro-4-iodoanilino)-1-methyl-6-oxopyridine-3-Carboxylic acid methyl ester